C1(CCC1)OC=1C=C(C=CC1)C1=CC(=NN1C1=C(C=CC=C1)F)C(=O)OCC Ethyl 5-(3-cyclobutoxyphenyl)-1-(2-fluorophenyl)-1H-pyrazole-3-carboxylate